P(=O)(OCC1C2=CC=CC=C2C=2C=CC=CC12)(OCC1C2=CC=CC=C2C=2C=CC=CC12)OCC=C(CO[Si](C1=CC=CC=C1)(C1=CC=CC=C1)C(C)(C)C)C (E)-bis((9H-fluoren-9-yl) methyl) (4-((tert-butyldiphenylsilyl) oxy)-3-methylbut-2-en-1-yl) phosphate